N-(1-(hydroxymethyl)cyclopropyl)-5-((2-hydroxypyridin-3-yl)methoxy)-2-methylbenzofuran-3-carboxamide OCC1(CC1)NC(=O)C1=C(OC2=C1C=C(C=C2)OCC=2C(=NC=CC2)O)C